(S)-1-tert-Butoxycarbonyl-2-(5-cyano-1-methyl-1H-pyrazol-3-yl)pyrrolidine C(C)(C)(C)OC(=O)N1[C@@H](CCC1)C1=NN(C(=C1)C#N)C